5,7-difluoroindoline FC=1C=C2CCNC2=C(C1)F